2,3,4-trifluoro-benzene-1-sulfonyl chloride FC1=C(C=CC(=C1F)F)S(=O)(=O)Cl